NC1=NC=2C=CC=CC2C2=C1N=C(N2CC2=CC=C(CNC(OCCNC(C(=C)C)=O)=O)C=C2)C2=CSC=C2 2-methacrylamidoethyl 4-((4-amino-2-(thiophen-3-yl)-1H-imidazo[4,5-c]quinolin-1-yl)methyl)benzylcarbamate